COC=1C=C(C=CC1)/C=C/C(=O)C1=CC=C(OCC(=O)N[C@H]2[C@@H]([C@@H]3CC[C@H]([C@@H]4CC[C@]5(OO[C@]43[C@H](O2)O5)C)C)C)C=C1 2-[4-[(E)-3-(3-Methoxyphenyl)prop-2-enoyl]phenoxy]-N-[(1R,4S,5R,8S,9R,10R,12R,13R)-1,5,9-trimethyl-11,14,15,16-tetraoxatetracyclo[10.3.1.04,13.08,13]hexadecan-10-yl]acetamide